C(C)(C)(C)N1CCN(CC1)C1=CC=C(C(=O)NC2=CC(=C(C=C2)C)NC2=NC=CC(=N2)C=2C=NC=CC2)C=C1 4-(4-tert-Butyl-piperazin-1-yl)-N-[4-methyl-3-(4-pyridin-3-yl-pyrimidin-2-ylamino)-phenyl]-benzamide